O[C@H](CC)C[C@H](CC=C)[C@H](C)S(N)(=O)=O (3R,5S)-3-hydroxy-5-((1S)-1-sulfamoylethyl)-7-octen